1-n-propyl-3-methylene-2-pyrrolidone C(CC)N1C(C(CC1)=C)=O